phenyl-1-piperazinesulfonylguanidine C1(=CC=CC=C1)N(C(=N)N)S(=O)(=O)N1CCNCC1